2-methyl-1-nitro-4-chlorobenzene CC1=C(C=CC(=C1)Cl)[N+](=O)[O-]